1-(4-benzyl-3,4-dihydroquinoxaline-1(2H)-yl)-2-(piperidin-1-yl)ethan-1-one C(C1=CC=CC=C1)N1CCN(C2=CC=CC=C12)C(CN1CCCCC1)=O